OB1OCC2=C1C(=C(C=C2)C(=O)N[C@@H](C(C)C)C(=O)OCC2=CC=C(C=C2)S(N)(=O)=O)C 4-Sulfamoylbenzyl (1-hydroxy-7-methyl-1,3-dihydrobenzo[c][1,2]oxaborole-6-carbonyl)-L-valinate